N(=C=O)S(=O)(=O)C1=CC=C(C)C=C1 4-isocyanatosulphonyltoluene